(3R)-6-[1-(1-acetylpiperidin-4-yl)-1-hydroxyethyl]-3-(4-chlorophenyl)-2-[(5-chloropyrimidin-2-yl)methyl]-4-fluoro-3-[cis-3-hydroxycyclobutoxy]-2,3-dihydro-1H-isoindol-1-one C(C)(=O)N1CCC(CC1)C(C)(O)C1=CC(=C2[C@](N(C(C2=C1)=O)CC1=NC=C(C=N1)Cl)(O[C@@H]1C[C@@H](C1)O)C1=CC=C(C=C1)Cl)F